[K].CN(CCCCNS(=O)(=O)NC(NC1=C2CCCC2=CC=2CCCC12)=O)C 3-(N-(4-(Dimethylamino)butyl)sulfamoyl)-1-(1,2,3,5,6,7-hexahydro-s-indacen-4-yl)urea, potassium salt